NC=1C=C(C=CC1)C(O)C1=CC(=CC=C1)C=C (3-aminophenyl)-(3-vinylphenyl)methanol